COC1=C(C=C(C(=C1)N1CCN(CCC1)C)C)NC=1N=C(C2=C(N1)NC=C2)NC=2C=CC=C1CCN(C21)S(=O)(=O)C N2-(2-methoxy-5-methyl-4-(4-methyl-1,4-diazepan-1-yl)phenyl)-N4-(1-(methylsulfonyl)indolin-7-yl)-7H-pyrrolo[2,3-d]pyrimidine-2,4-diamine